N1,N5-bis(4-(bis(2-((tert-butyldimethylsilyl)oxy)decyl)amino)butyl)-3-hydroxy-3-methylpentanediamide [Si](C)(C)(C(C)(C)C)OC(CN(CCCCNC(CC(CC(=O)NCCCCN(CC(CCCCCCCC)O[Si](C)(C)C(C)(C)C)CC(CCCCCCCC)O[Si](C)(C)C(C)(C)C)(C)O)=O)CC(CCCCCCCC)O[Si](C)(C)C(C)(C)C)CCCCCCCC